diethoxy(2-isopropenylphenyl)silane C(C)O[SiH](C1=C(C=CC=C1)C(=C)C)OCC